tert-butyl (R)-(((tert-butoxycarbonyl)amino)(3-(3-(6-((3-(tert-butyl)phenyl)amino)pyridin-3-yl)-1,2,4-oxadiazol-5-yl)pyrrolidin-1-yl)methylene)carbamate C(C)(C)(C)OC(=O)NC(N1C[C@@H](CC1)C1=NC(=NO1)C=1C=NC(=CC1)NC1=CC(=CC=C1)C(C)(C)C)=NC(OC(C)(C)C)=O